C(C1=CC=CC=C1)NC1=NC(=NC2=C1N=C(N=C2N2CC(N(CC2)C)=O)N(CCOC)CCOC)N(CCOC)CCOC 4-(8-(benzylamino)-2,6-bis(bis(2-methoxyethyl)amino)pyrimido[5,4-d]pyrimidin-4-yl)-1-methylpiperazin-2-one